1-(2-bromoethyl)-1,3-dihydro-2H-benzene BrCCC1CCCC=C1